methyl 4-[4-(2-{[(tert-butoxy)carbonyl]amino}ethoxy)-1-oxo-2,3-dihydro-1H-isoindol-2-yl]-4-carbamoylbutanoate C(C)(C)(C)OC(=O)NCCOC1=C2CN(C(C2=CC=C1)=O)C(CCC(=O)OC)C(N)=O